FC1=C(C(=CC=C1)OC)C=1C=CC2=CN(N=C2C1)C1CCN(CC1)C(C=C)=O 1-(4-(6-(2-fluoro-6-methoxyphenyl)-2H-indazol-2-yl)piperidin-1-yl)prop-2-en-1-one